chloromethyl(diethoxymethylsilane) ClC[SiH2]C(OCC)OCC